BrC1=NN2C(N(C(=C(C2=O)N2CCN(CC2)C(=O)C2=NC=NC(=C2O)C)CC)CC(=O)NC2=C(C=C(C=C2)C(F)(F)F)F)=N1 2-(2-bromo-5-ethyl-6-(4-(5-hydroxy-6-methylpyrimidine-4-carbonyl)piperazin-1-yl)-7-oxo-[1,2,4]triazolo[1,5-a]pyrimidin-4(7H)-yl)-N-(2-fluoro-4-(trifluoromethyl)phenyl)acetamide